8-(benzo[d]thiazol-5-ylamino)-2,2-dimethylthieno[2,3-g]quinolin-3(2H)-one 1,1-dioxide S1C=NC2=C1C=CC(=C2)NC2=CC=NC=1C=C3C(=CC21)S(C(C3=O)(C)C)(=O)=O